C(C)C1=C(N=C2N1C=NC=C2C2=CC(=NC=C2)OC)C(=O)N ethyl-8-(2-methoxypyridin-4-yl)imidazo[1,2-c]pyrimidine-2-carboxamide